2-(4-bromophenyl)-1-phenyl-1H-benzo[d]Imidazole BrC1=CC=C(C=C1)C1=NC2=C(N1C1=CC=CC=C1)C=CC=C2